CN1CC2=CC(=CC(=C2CC1)C)C=1N=C(C(=NC1)N)OC=1C=NN(C1)[C@H]1CN(CC1)C (R)-5-(2,5-dimethyl-1,2,3,4-tetrahydroisoquinolin-7-yl)-3-(1-(1-methylpyrrolidin-3-yl)-1H-pyrazol-4-yloxy)pyrazin-2-amine